5-chloro-3-(chloromethyl)-1-(tetrahydro-2H-pyran-2-yl)-1H-indazole ClC=1C=C2C(=NN(C2=CC1)C1OCCCC1)CCl